C(C1=CC=CC=C1)OC1(CN(C1)C(=O)OC(C)(C)C)C1=CC=CC=C1 tert-butyl 3-(benzyloxy)-3-phenylazetidine-1-carboxylate